O=C1NC(CCC1C1=NN(C2=CC=CC=C12)CC(=O)NC1=CC(=CC=C1)OC(C)C)=O 2-(3-(2,6-Dioxopiperidin-3-yl)-1H-indazol-1-yl)-N-(3-isopropoxyphenyl)-acetamide